[C@H]12CN(C[C@H](CC1)N2)C2=NC(=NC1=C(C(=C(C=C21)CO)C2=CC(=CC1=CC=CC=C21)O)F)OC[C@H]2N(CCC2)C 4-(4-((1R,5S)-3,8-diazabicyclo[3.2.1]octan-3-yl)-8-fluoro-6-(hydroxymethyl)-2-(((S)-1-methylpyrrolidin-2-yl)methoxy)quinazolin-7-yl)naphthalen-2-ol